N-((3aR,6S,7aR)-3a-methyl-6-(prop-1-en-2-yl)-2-sulfidohexahydrobenzo[d][1,3,2]oxathiaphosphol-2-yl)-5H-dibenzo[b,f]azepine-5-carboxamide C[C@]12SP(O[C@@H]1C[C@H](CC2)C(=C)C)(=S)NC(=O)N2C1=C(C=CC3=C2C=CC=C3)C=CC=C1